(S)-2-((4-(6-((6-cyanobenzo[d]thiazol-2-yl)methoxy)pyridin-2-yl)piperazin-1-yl)methyl)-1-(oxetan-2-ylmethyl)-1H-benzo[d]imidazole-6-carboxylic acid C(#N)C1=CC2=C(N=C(S2)COC2=CC=CC(=N2)N2CCN(CC2)CC2=NC3=C(N2C[C@H]2OCC2)C=C(C=C3)C(=O)O)C=C1